5-Cyclopropyl-2-methyl-N-[(1R)-1-(1-naphthyl)ethyl]benzamide C1(CC1)C=1C=CC(=C(C(=O)N[C@H](C)C2=CC=CC3=CC=CC=C23)C1)C